(1r,2'R,4R)-4-(3-chloroanilino)-2'-[(2S)-3-phenoxy-2-phenylpropyl]-2',3'-dihydrospiro[cyclohexane-1,1'-indene]-4-carboxylic acid ClC=1C=C(NC2(CCC3([C@@H](CC4=CC=CC=C34)C[C@H](COC3=CC=CC=C3)C3=CC=CC=C3)CC2)C(=O)O)C=CC1